OCTADECANE CCCCCCCCCCCCCCCCCC